N1C=C(C=C1)CNCC=1N=C(SC1)CN1C(=NC=2C1=C1C(=NC2N)C=CS1)CCCC 1-((4-((((1H-pyrrol-3-yl)methyl)amino)methyl)thiazol-2-yl)methyl)-2-butyl-1H-imidazo[4,5-d]thieno[3,2-b]pyridin-4-amine